(methyl)1-naphthyl-(phenyl)silane C[SiH](C1=CC=CC=C1)C1=CC=CC2=CC=CC=C12